N1=C(C=CC=C1)C=1C=C(N)C=C(C1)C1=NC=CC=C1 3,5-di(pyridin-2-yl)aniline